C(C\C=C/CC1C(C\C=C/CCCCCCCC)O1)O cis-6,7-epoxy-(Z,Z)-3,9-octadecadienol